NCC1=NNC(C2=CC=C(C=C12)C=1C=NN(C1C#CC1=CC=CC2=CC=CC=C12)C)=O 4-(aminomethyl)-6-(1-methyl-5-(naphthalen-1-ylethynyl)-1H-pyrazol-4-yl)phthalazin-1(2H)-one